1-(3-cyclopropyl-7-((4-(pyridin-2-yl)benzyl)amino)pyrazolo[1,5-a]pyrimidin-5-yl)azetidin C1(CC1)C=1C=NN2C1N=C(C=C2NCC2=CC=C(C=C2)C2=NC=CC=C2)N2CCC2